1-(4-methoxybenzene-1-sulfonyl)-N-[(5-methyl-1,3-oxazol-2-yl)methyl]-1H-pyrazole-3-carboxamide COC1=CC=C(C=C1)S(=O)(=O)N1N=C(C=C1)C(=O)NCC=1OC(=CN1)C